2-((6-(((cyclohexylmethyl)amino)methyl)imidazo[1,2-a]pyridin-2-yl)methyl)-5-phenyl-2,7-naphthyridin-1(2H)-one C1(CCCCC1)CNCC=1C=CC=2N(C1)C=C(N2)CN2C(C1=CN=CC(=C1C=C2)C2=CC=CC=C2)=O